ClC=1C(=C(C=CC1)NC1=NC=NC2=CC(=C(C=C12)NC(C=C)=O)C#C[C@]1(CN(CC1)C)C)F (S)-N-(4-((3-chloro-2-fluorophenyl)amino)-7-((1,3-dimethylpyrrolidin-3-yl)ethynyl)quinazolin-6-yl)acrylamide